C(C)(C)N1CCN(CC1)C1=CC=C(C=C1)C=1C=C(C2=C(N(C(=N2)C)C)C1)N1CCC(CC1)CNC1CCOCC1 N-((1-(6-(4-(4-isopropylpiperazin-1-yl)phenyl)-1,2-dimethyl-1H-benzo[d]imidazol-4-yl)piperidin-4-yl)methyl)tetrahydro-2H-pyran-4-amine